(1H-indol-2-yl)(4-(pyrimidin-2-yl)piperazin-1-yl)methanone N1C(=CC2=CC=CC=C12)C(=O)N1CCN(CC1)C1=NC=CC=N1